(R)-4-(3H-[1,2,3]triazolo[4,5-b]pyridin-3-yl)-2-fluoro-N-(piperidin-3-yl)-N-(8-vinylisoquinolin-1-yl)benzamide N1=NN(C2=NC=CC=C21)C2=CC(=C(C(=O)N(C1=NC=CC3=CC=CC(=C13)C=C)[C@H]1CNCCC1)C=C2)F